phenyl(8-(pyridin-3-yl)-1,3,4,5-tetrahydro-2H-pyrido[4,3-b]indol-2-yl)methanone C1(=CC=CC=C1)C(=O)N1CC2=C(NC=3C=CC(=CC23)C=2C=NC=CC2)CC1